6-(2,6-Dichloro-4-(2,5-dimethyl-1H-pyrrol-1-yl)phenoxy)-2-(4-fluorophenyl)pyridazin-3(2H)-one ClC1=C(OC=2C=CC(N(N2)C2=CC=C(C=C2)F)=O)C(=CC(=C1)N1C(=CC=C1C)C)Cl